N-[(6-Amino-2-pyridyl)sulfonyl]-6-[3-(trifluoromethoxy)phenyl]-2-[(4S)-2,2,4-trimethylpyrrolidin-1-yl]pyridin-3-carboxamid NC1=CC=CC(=N1)S(=O)(=O)NC(=O)C=1C(=NC(=CC1)C1=CC(=CC=C1)OC(F)(F)F)N1C(C[C@@H](C1)C)(C)C